FC1=C(C=C2C(=NNC2=C1)C)C1=C2CN(C(C2=CC=C1)=O)CC(C#N)=C 2-{[4-(6-fluoro-3-methyl-1H-indazol-5-yl)-1-oxo-2,3-dihydro-1H-isoindol-2-yl]methyl}prop-2-enenitrile